(1S,SR,6R)-3-azabicyclo[3.2.0]heptan-6-amine [C@H]12CNC[C@H]2[C@@H](C1)N |&1:4|